3-(azidomethyl)-1-(4-(trifluoromethyl)phenyl)-1,2,3,4-tetrahydroquinoxaline N(=[N+]=[N-])CC1CN(C2=CC=CC=C2N1)C1=CC=C(C=C1)C(F)(F)F